(-)-beta-2',3'-dideoxy-5-fluoro-3'-thiacytidine C1[C@H](O[C@H](S1)CO)N2C=C(C(=NC2=O)N)F